FC(COC=1C=CC2=C(NC(N(C2)C2=CC3=CN(N=C3C=C2)C)=O)N1)F 7-(2,2-difluoroethoxy)-3-(2-methyl-2H-indazol-5-yl)-3,4-dihydropyrido[2,3-d]pyrimidin-2(1H)-one